CC1=CC=C(C(=O)C=O)C=C1 p-methylbenzoyl-formaldehyde